F[C@@]1([C@H](C1)F)C=1C=C2C(=CC1)C(N(CC21CC1)CC(=O)NC1=NC=C(C=N1)F)=O 2-[6-[(1r,2s)-1,2-difluorocyclopropyl]-1-oxospiro[3H-isoquinoline-4,1'-cyclopropane]-2-yl]-N-(5-fluoropyrimidin-2-yl)acetamide